CC(=O)N[C@@H]1[C@H]([C@@H]([C@H](O[C@@H]1O[C@H]2[C@H]([C@@H]([C@H](O[C@@H]2O[C@@H]3[C@@H]([C@H](O[C@@H]([C@H]3O[C@H]4[C@@H]([C@H]([C@@H]([C@H](O4)CO)O)O)O)[C@H](CO)O)O[C@@H]5[C@@H](CC(O[C@@H]5[C@@H](CO)O)(C(=O)O)O)O)O)[C@H](CO)O)O)O)CO)O)O The molecule is a branched amino pentasaccharide consisting of a trisaccharide chain of beta-D-glucose, L-glycero-alpha-D-manno-heptose (Hep) and 3-deoxy-D-manno-oct-2-ulose (Kdo) residues linked in a (1->4), (1->5) sequence, to the Hep residue of which is linked (1->3) an N-acetyl-alpha-D-glucosaminyl-(1->2)-L-glycero-alpha-D-manno-heptosyl side-chain. lpt3 and and galE mutant of the core oligosaccharide of Neisseria meningitidis.